2,3-dimethoxynorbornene COC=1C2CCC(C1OC)C2